1-(((4-(4-(trifluoromethyl)phenyl)phthalazin-1-yl)amino)methyl)cyclopentan-1-ol FC(C1=CC=C(C=C1)C1=NN=C(C2=CC=CC=C12)NCC1(CCCC1)O)(F)F